2-(4-fluorophenyl)thiazol FC1=CC=C(C=C1)C=1SC=CN1